C(C)(=O)N1C[C@@H](CC1)C(=O)NC(=N)[C@H]1N2C(N([C@H](CC1)C2)O[Si](C)(C)C(C)(C)C)=O (3R)-1-acetyl-N-(((2S,5R)-6-((tert-butyldimethylsilyl)oxy)-7-oxo-1,6-diazabicyclo[3.2.1]oct-2-yl)(imino)methyl)pyrrolidine-3-carboxamide